dimethyl cyclobut-1-ene-1,2-dicarboxylate C1(=C(CC1)C(=O)OC)C(=O)OC